FC1=CC=C(CN2N=CC(=C2)CNC2=NC=3N(C4(C(NC3C(=N2)C)=O)CC4)C)C=C1 2'-(((1-(4-fluorobenzyl)-1H-pyrazol-4-yl)methyl)amino)-4',8'-dimethyl-5',8'-dihydro-6'H-spiro[cyclopropane-1,7'-pteridine]-6'-one